n-Henpentacontane CCCCCCCCCCCCCCCCCCCCCCCCCCCCCCCCCCCCCCCCCCCCCCCCCCC